(S)-3-(5-(4-((1-(2-fluoro-4-((3S,4R)-7-hydroxy-3-(3-methoxyphenyl)chroman-4-yl)phenyl)piperidin-4-yl)methyl)piperazin-1-yl)-1-oxoisoindolin-2-yl)piperidine-2,6-dione FC1=C(C=CC(=C1)[C@H]1[C@H](COC2=CC(=CC=C12)O)C1=CC(=CC=C1)OC)N1CCC(CC1)CN1CCN(CC1)C=1C=C2CN(C(C2=CC1)=O)[C@@H]1C(NC(CC1)=O)=O